1-[2-(2-aminoethoxy)ethyl]-1H-pyrrol-2,5-dion NCCOCCN1C(C=CC1=O)=O